5-(2-amino-[1,2,4]triazolo[1,5-a]pyridin-7-yl)-2-ethoxynicotinic acid NC1=NN2C(C=C(C=C2)C=2C=NC(=C(C(=O)O)C2)OCC)=N1